C(C1=CC=CC=C1)C1(CCN(CC1)C(=O)NCCCC(CCCC(CCCCC(CCCC(CCC)C)C)C)C)O 1-[4-benzyl-4-hydroxypiperidinamido](2e,4e,6e,8e,10e,12e,14e,16z,18e)-4,8,13,17-tetramethyleicosane